((3ar,5r,6as)-5-(6-chloro-1H-indazol-4-yl)-5-hydroxycyclopenta[c]pyrrol-2(1H)-yl)-((1r,4r)-4-hydroxycyclohexyl)methanone ClC1=CC(=C2C=NNC2=C1)C1(C=C2C(CN(C2)C(=O)C2CCC(CC2)O)=C1)O